4-((((R)-3,3-difluorocyclopentyl)amino)methyl)-7,7-dimethyl-6,7-dihydro-5H-cyclopenta[b]pyridine-2-carboxamide FC1(C[C@@H](CC1)NCC1=C2C(=NC(=C1)C(=O)N)C(CC2)(C)C)F